C(C)N1C[C@@H](CCC1)NC=1OC=2C(=NC(=CC2NC)C2=C(C=C(C=C2C)C(F)(F)F)O)N1 2-[2-[[(3R)-1-Ethyl-3-piperidyl]amino]-7-(methylamino)oxazolo[4,5-b]pyridin-5-yl]-3-methyl-5-(trifluoromethyl)phenol